N[C@H]1CN(CCC1)C1=C2C(=NC=C1)N(C(=N2)C2=CC(=C(C#N)C=C2)F)C=2C=C1CCCC1=CC2 (R)-4-(7-(3-aminopiperidin-1-yl)-3-(2,3-dihydro-1H-inden-5-yl)-3H-imidazo[4,5-b]pyridin-2-yl)-2-fluorobenzonitrile